C(C)[C@@H]1O[C@@H](CN(C1)C1=CC=C(C(=N1)C)NC1CC(C1)N)CC N1-(6-((2S,6R)-2,6-diethylmorpholino)-2-methylpyridin-3-yl)cyclobutane-1,3-diamine